N(=[N+]=[N-])CC1=CC=C(C=C)C=C1 p-azidomethylstyrene